CCCCC/C=C\\C/C=C\\CC(/C=C\\C=C\\CCCC(=O)O)O The molecule is an HETE having a 9-hydroxy group and (5E)-, (7Z)-, (11Z)- and (14Z)-double bonds. It has a role as a metabolite.